tri(2-hydroxyethyl)propyl-ammonium bromide [Br-].OCC[N+](CCC)(CCO)CCO